CC1=CN=C(S1)NC1=CC(=CC(=N1)NC1CN(CCC1)C(C=C)=O)CN1CCOCC1 1-(3-((6-((5-methylthiazol-2-yl)amino)-4-(morpholinomethyl)pyridin-2-yl)amino)piperidine-1-yl)prop-2-en-1-one